(3S,8aR)-7-(3-chloro-2-fluoro-6-(1H-tetrazol-1-yl)phenyl)-3-(4-(3-fluoro-2-(hydroxymethyl-d2)pyridin-4-yl)-1H-imidazol-2-yl)-2,3,8,8a-tetrahydroindolizin-5(1H)-one ClC=1C(=C(C(=CC1)N1N=NN=C1)C1=CC(N2[C@@H](CC[C@@H]2C1)C=1NC=C(N1)C1=C(C(=NC=C1)C([2H])([2H])O)F)=O)F